C(CCC)[C@@]1(C(O[C@@]2(NC3=CC=C(C=C3[C@@]21C)O)C)=O)C (3S,3aR,8aS)-3-butyl-5-hydroxy-3,3a,8a-trimethyl-3,3a,8,8a-tetrahydro-2H-furo[2,3-b]-indol-2-one